2-(2-(4-(dimethylamino)styryl)-6-methyl-4H-pyran-4-ylidene)malononitrile CN(C1=CC=C(C=CC=2OC(=CC(C2)=C(C#N)C#N)C)C=C1)C